Tert-butyl 3-(5-(6-chloro-4-(methylamino)pyridin-3-yl)-1,3,4-thiadiazol-2-yl)pyrrolidine-1-carboxylate ClC1=CC(=C(C=N1)C1=NN=C(S1)C1CN(CC1)C(=O)OC(C)(C)C)NC